racemic-tert-butyl (3-(3-chloro-5-fluorophenyl)-3-(4-isopropylpiperazin-1-yl)propyl)(methyl)carbamate ClC=1C=C(C=C(C1)F)[C@@H](CCN(C(OC(C)(C)C)=O)C)N1CCN(CC1)C(C)C |r|